4-[2-chloro-6-cyano-4-[1-[4-[[2-(methanesulfonamido)pyrimidin-4-yl]methoxy]phenyl]-1-methyl-ethyl]phenoxy]-N-[[2-(2,6-dioxo-3-piperidyl)-1-oxo-isoindolin-5-yl]methyl]butanamide ClC1=C(OCCCC(=O)NCC=2C=C3CN(C(C3=CC2)=O)C2C(NC(CC2)=O)=O)C(=CC(=C1)C(C)(C)C1=CC=C(C=C1)OCC1=NC(=NC=C1)NS(=O)(=O)C)C#N